12-phenyl-9-hydroxy-6-methyl-4-thia-2,5,12-triazatricyclo[7.3.0.03,7]dodeca-1,3(7),5-trien-8-one C1(=CC=CC=C1)N1CCC2(C(C=3C(=NSC3N=C12)C)=O)O